(1-(3-(trifluoromethyl)phenyl)-1H-pyrazol-4-yl)methylamine hydrochloride Cl.FC(C=1C=C(C=CC1)N1N=CC(=C1)CN)(F)F